Allyl disulphide C(C=C)SSCC=C